edetate disodium [Na+].[Na+].C(N(CC(=O)[O-])CC(=O)O)CN(CC(=O)O)CC(=O)[O-]